CC1(OC2=C(OC1)C=CC(=C2)C(C)O)C 1-(3,3-dimethyl-2,3-dihydrobenzo[B][1,4]dioxin-6-yl)ethan-1-ol